(R)-7-((1,1-difluoropropan-2-yl)oxy)-2-(1-methyl-2-oxabicyclo[2.1.1]hex-4-yl)imidazo[1,2-a]pyridine-6-carboxylic acid FC([C@@H](C)OC1=CC=2N(C=C1C(=O)O)C=C(N2)C21COC(C2)(C1)C)F